4-((1-(2-(4-(tert-butoxycarbonyl)piperazin-1-yl)ethyl)piperidin-4-yloxy)methyl)phenylboronic acid C(C)(C)(C)OC(=O)N1CCN(CC1)CCN1CCC(CC1)OCC1=CC=C(C=C1)B(O)O